1-allyl-2-(4-phenoxybenzyl)disulfane Disodium hydrogen-phosphate P(=O)(O)([O-])[O-].[Na+].[Na+].C(C=C)SSCC1=CC=C(C=C1)OC1=CC=CC=C1